C(CCCN1N=C(C=C1C(=O)NC1=CC(=C(C=C1)C)Br)C1=CC=NC=C1)N1N=C(C=C1C(=O)NC1=CC(=C(C=C1)C)Br)C1=CC=NC=C1 1,1'-(butane-1,4-diyl)bis(N-(3-bromo-4-methylphenyl)-3-(pyridin-4-yl)-1H-pyrazole-5-carboxamide)